2,5-dimethoxy-3,4-dimethylaniline COC1=C(N)C=C(C(=C1C)C)OC